3-fluoro-4-[(3S)-3-methyl-4-(4-nitrophenyl)piperazin-1-yl]-2-(trifluoromethyl)benzonitrile FC=1C(=C(C#N)C=CC1N1C[C@@H](N(CC1)C1=CC=C(C=C1)[N+](=O)[O-])C)C(F)(F)F